NC1=CC(=C2N3CCC[C@H]3CCCC3=CC=C(C([C@](C4=NN=C(C1=N2)O4)(O)C(F)(F)F)=C3)F)C(F)(F)F (6R,15R)-23-amino-8-fluoro-6,21-bis(trifluoromethyl)-26-oxa-3,4,19,24-tetraazapentacyclo[18.3.1.12,5.17,11.015,19]hexacosa-1(24),2,4,7(25),8,10,20,22-octaen-6-ol